ClC1=C(C=CC(=C1)F)C=1N=C(SC1)NC(C1=CC=C(C=C1)OC)=O N-[4-(2-chloro-4-fluoro-phenyl)thiazol-2-yl]-4-methoxy-benzamide